4-{[3-Methoxy-4-(1-methyl-1H-1,2,4-triazol-3-yl)pyridin-2-yl]amino}-N-(2H3)methyl-6-{[2-oxo-3-(trifluoromethyl)-2H-[1,3'-bipyridin]-6'-yl]amino}pyridazin-3-carboxamid COC=1C(=NC=CC1C1=NN(C=N1)C)NC1=C(N=NC(=C1)NC1=CC=C(C=N1)N1C(C(=CC=C1)C(F)(F)F)=O)C(=O)NC([2H])([2H])[2H]